CN1N=CC(=C1)C=1C(=NC=CC1OC1=C(N=C(S1)C)C1=CC=CC=C1)N (1-methyl-1H-pyrazol-4-yl)-4-((2-methyl-4-phenylthiazol-5-yl)oxy)pyridin-2-amine